ClC=1C=CC=2C(=NC=C(N2)N2CCC3(CC2)CC=C2C(N3N)=CC(=C2)F)N1 1'-{6-chloropyrido[2,3-b]pyrazin-2-yl}-6-fluoro-1,3-dihydrospiro[cyclopenta[b]pyridin-2,4'-piperidin]-1-amine